4-[5,6-difluoro-1-(oxan-2-yl)indazol-3-yl]-1,5-naphthyridine FC=1C=C2C(=NN(C2=CC1F)C1OCCCC1)C1=CC=NC2=CC=CN=C12